F[C@@H]1CNC(OCCN2N=CC(C3=NN(C4=CC=C(OC1)C=C34)C3OCCCC3)=N2)=O (12R)-12-fluoro-19-(oxan-2-yl)-8,14-dioxa-4,5,10,19,20,23-hexaazatetracyclo[13.5.2.12,5.018,21]tricosa-1(20),2(23),3,15,17,21-hexaen-9-one